BrC=1C=CC(=NC1Br)N 5,6-dibromopyridin-2-amine